N1=CC=CC(=C1)C=O Pyridin-5-yl-methanone